FC1=CC=C(C=C1)CCNC([O-])=O [2-(4-fluorophenyl)ethyl]carbamate